(S)-N'-((1,2,3,5,6,7-hexahydro-s-indacen-4-yl-1,1,7,7-d4)carbamoyl)-2-(2-hydroxypropan-2-yl)-thiazole-5-sulfonimidamide C1(CCC2=C(C=3CCC(C3C=C12)([2H])[2H])NC(=O)N=[S@@](=O)(N)C1=CN=C(S1)C(C)(C)O)([2H])[2H]